(3-((2-(2-(4-methylpiperazin-1-yl)pyridin-3-yl)phenyl)ethynyl)-1H-indazol-5-yl)(2,6-diazaspiro[3.5]nonan-2-yl)methanone CN1CCN(CC1)C1=NC=CC=C1C1=C(C=CC=C1)C#CC1=NNC2=CC=C(C=C12)C(=O)N1CC2(C1)CNCCC2